BrC1=C(N=CN1C)C1=NC(=NC=C1C(F)(F)F)NC1CCN(CC1)S(=O)(=O)C=1C=NN(C1)C (5-bromo-1-methyl-1H-imidazol-4-yl)-N-(1-((1-methyl-1H-pyrazol-4-yl)sulfonyl)piperidin-4-yl)-5-(trifluoromethyl)pyrimidin-2-amine